FC(CC(CO)(C)NC(=O)C1=C(C=C2C=CC(=CN12)OC1=CC=CC=C1)C)F N-(4,4-difluoro-1-hydroxy-2-methylbutan-2-yl)-2-methyl-6-phenoxyindolizine-3-carboxamide